COC=1C=C(C=C(C1)OC)N(C(=O)C=1N=C(SC1)C#C)[C@H]1C(N(CC1)CC(F)(F)F)=O (R)-N-(3,5-Dimethoxyphenyl)-2-ethynyl-N-(2-oxo-1-(2,2,2-trifluoroethyl)pyrrolidin-3-yl)thiazole-4-carboxamide